4-methylcyclohexane-1,2-dicarboxylic acid aluminum [Al].CC1CC(C(CC1)C(=O)O)C(=O)O